CNCCCC=C(C(=O)N)C 3-(methylamino)propyl-methacrylamide